C(C1=CC=CC=C1)OC1=C(N(N=C1C)CCC#CC)C(=O)NNC(=S)NCC1=CC=C(C=C1)OC 1-[(4-benzyloxy-5-methyl-2-pent-3-ynyl-pyrazole-3-carbonyl)amino]-3-[(4-methoxyphenyl)methyl]thiourea